Methyl-(S)-(5-((2-amino-2,4-dimethylpent-4-en-1-yl)oxy)-4-(trifluoromethyl)-[2,4'-bipyridin]-2'-yl)carbamate COC(NC1=NC=CC(=C1)C1=NC=C(C(=C1)C(F)(F)F)OC[C@@](CC(=C)C)(C)N)=O